4-cyclobutyl-phenol C1(CCC1)C1=CC=C(C=C1)O